7-(3-(6-chloro-4-(difluoromethyl)pyridin-3-yl)-7,8-dihydro-1,6-naphthyridin-6(5H)-yl)-8-methyl-4H-pyrimido[1,2-b]pyridazin-4-one ClC1=CC(=C(C=N1)C=1C=NC=2CCN(CC2C1)C=1C(=CC=2N(N1)C(C=CN2)=O)C)C(F)F